C(C(C)N)N 1,2-Propylenedi-amine